2-[4-[3-(5-fluoro-2-pyridinyl)-1-methyl-pyrazol-4-yl]-1H-pyrrolo[2,3-b]pyridin-5-yl]acetonitrile FC=1C=CC(=NC1)C1=NN(C=C1C1=C2C(=NC=C1CC#N)NC=C2)C